NC=1NC(C=2N=CN(C2N1)[C@@H]1C([C@@H]([C@H](C1)OC(CCCCC)=O)CO)=C)=O (1S,2R,4S)-4-(2-amino-6-oxo-1H-purin-9(6H)-yl)-2-(hydroxymethyl)-3-methylenecyclopentylcaproate